BrC1=C(C=C2C(=NC(N3C2=C1SCC3)=O)N3[C@@H](CN(CC3)C(=O)OC(C)(C)C)C)Cl tert-butyl (R)-4-(10-bromo-9-chloro-5-oxo-2,3-dihydro-5H-[1,4]thiazino[2,3,4-ij]quinazolin-7-yl)-3-methylpiperazine-1-carboxylate